BrC=1C2(C3=CC(=C(C=C3C1)F)F)CCC1(CC2)NC(NC1=O)=O 2''-bromo-5'',6''-difluorodispiro[imidazolidine-4,1'-cyclohexane-4',1''-indene]-2,5-dione